2,5-bisMethyl-2,5-di(t-butylperoxy)hexane CC(C)(CCC(C)(OOC(C)(C)C)C)OOC(C)(C)C